C(C)(C)(C)O[C@H](C(=O)O)C1=C(C2=C(N=C(S2)C2=CC=C3C(=N2)C(=NN3C)N3CCN(CC3)C)C=C1C)C1=CC=C(C=C1)Cl (S)-2-(tert-butoxy)-2-(7-(4-chlorophenyl)-5-methyl-2-(1-methyl-3-(4-methylpiperazin-1-yl)-1H-pyrazolo[4,3-b]pyridin-5-yl)benzo[d]thiazol-6-yl)acetic acid